C(C)(C)C1=C(NC2=CC=C(C=C12)C1CCN(CC1)C1COC1)C=1C=NC=2N(C1)N=CN2 6-(3-isopropyl-5-(1-(oxetan-3-yl)piperidin-4-yl)-1H-indol-2-yl)-[1,2,4]triazolo[1,5-a]pyrimidine